2-((4,10-bis(carboxymethyl)-1,4,7,10-tetraazacyclododec-1-yl)methyl)-6-methylpyridine 1-oxide C(=O)(O)CN1CCN(CCN(CCNCC1)CC(=O)O)CC1=[N+](C(=CC=C1)C)[O-]